ClC=1C(=C2C(=NC1)NC=C2)NC[C@@H]2CN(CCC2)CCC (R)-1-(3-(((5-Chloro-1H-pyrrolo[2,3-b]pyridin-4-yl)amino)methyl)piperidin-1-yl)propane